(2-pyridylmethyl)-1,2-ethylenediamine N1=C(C=CC=C1)CNCCN